(E)-1-(1,3-dithian-2-ylidene)-3-(4-methoxyphenyl)-2-phenylallyl 4-methoxybenzoate COC1=CC=C(C(=O)OC(\C(=C\C2=CC=C(C=C2)OC)\C2=CC=CC=C2)=C2SCCCS2)C=C1